2-(2-bromo-4-chlorophenyl)-4-(naphthalen-2-yl)-6-phenyl-1,3,5-triazine BrC1=C(C=CC(=C1)Cl)C1=NC(=NC(=N1)C1=CC2=CC=CC=C2C=C1)C1=CC=CC=C1